2-((4-cyanophenyl)amino)acetic acid C(#N)C1=CC=C(C=C1)NCC(=O)O